3-(5-((3-(4-((4'-fluoro-3,4,5,6-tetrahydro-[1,1'-biphenyl]-2-yl)methyl)piperazin-1-yl)propyl)thio)-2-methyl-4-oxoquinazolin-3(4H)-yl)piperidine-2,6-dione FC1=CC=C(C=C1)C1=C(CCCC1)CN1CCN(CC1)CCCSC1=C2C(N(C(=NC2=CC=C1)C)C1C(NC(CC1)=O)=O)=O